4-[[[5-[2-(2-amino-3-pyridyl)-5-phenyl-imidazo[4,5-b]pyridin-3-yl]-2-pyridyl]amino]methyl]-3-fluoro-benzoic acid NC1=NC=CC=C1C1=NC=2C(=NC(=CC2)C2=CC=CC=C2)N1C=1C=CC(=NC1)NCC1=C(C=C(C(=O)O)C=C1)F